3-((3,3-diethyl-5-(4-fluorophenyl)-7-(methylthio)-1,1-dioxido-2,3,4,5-tetrahydro-1,5-benzothiazepin-8-yl)oxy)-2,2-dimethylpropanoic acid C(C)C1(CS(C2=C(N(C1)C1=CC=C(C=C1)F)C=C(C(=C2)OCC(C(=O)O)(C)C)SC)(=O)=O)CC